COC(C1=C(C=C(C=C1C=C1CCN(CC1)C(=O)OC(C)(C)C)OC)OC)=O 2,4-dimethoxy-6-{[1-(tert-butoxycarbonyl)piperidin-4-ylidene]methyl}benzoic acid methyl ester